N,N'-dibutylselenourea C(CCC)NC(=[Se])NCCCC